C1(CC1)CC=1NC(=CC1C(N)=S)C1=CC(=C(C=C1)F)F 2-(cyclopropylmethyl)-5-(3,4-difluorophenyl)-1H-pyrrole-3-carbothioamide